bis(2-hexyloctyl) 10-((3-(2-(decyldisulfaneyl) ethoxy)-3-oxopropyl)(3-(pyrrolidin-1-yl)propyl)amino)nonadecanedioate C(CCCCCCCCC)SSCCOC(CCN(C(CCCCCCCCC(=O)OCC(CCCCCC)CCCCCC)CCCCCCCCC(=O)OCC(CCCCCC)CCCCCC)CCCN1CCCC1)=O